2-[3-(1,3-benzothiazol-2-ylamino)-4-methyl-6,7-dihydro-5H-pyrido[2,3-c]pyridazin-8-yl]5-[3-[2-fluoro-4-[3-methyl-3-(methylamino)but-1-ynyl]phenoxy]propyl]thiazole-4-carboxylic acid S1C(=NC2=C1C=CC=C2)NC2=C(C1=C(N=N2)N(CCC1)C=1SC(=C(N1)C(=O)O)CCCOC1=C(C=C(C=C1)C#CC(C)(NC)C)F)C